CC=1OC(=C(N1)C)C1=CC(=C(C=C1)NC=1N=CC2=C(N1)C(=NC(=C2)C)N2CCC(CC2)OC)OC N-(4-(2,4-dimethyloxazol-5-yl)-2-methoxyphenyl)-8-(4-methoxypiperidin-1-yl)-6-methylpyrido[3,4-d]pyrimidin-2-amine